N-(5-Aminocarbamimidoyl-2-chlorophenyl)-2-(4-fluoro-2-methylphenoxy)-4-(trifluoromethyl)benzamide NNC(=N)C=1C=CC(=C(C1)NC(C1=C(C=C(C=C1)C(F)(F)F)OC1=C(C=C(C=C1)F)C)=O)Cl